N[C@H]1[C@H](CCCC1)NC=1C=C2CN(C(C2=CC1)=O)C1C(NC(CC1)=O)=O 3-(5-(((1s,2r)-2-aminocyclohexyl)amino)-1-oxoisoindolin-2-yl)piperidine-2,6-dione